6-[2,2-Dimethylcyclobutyl]-1-methyl-4-[4-(5-methyl-1,3-benzooxazol-2-yl)piperidin-1-yl]-2-oxo-1,2-dihydro-quinoline-3-carbonitrile CC1(C(CC1)C=1C=C2C(=C(C(N(C2=CC1)C)=O)C#N)N1CCC(CC1)C=1OC2=C(N1)C=C(C=C2)C)C